tert-butyl (2S,6S)-2-{[(1S)-1-cyano-2-[2-fluoro-4-(3-methyl-2-oxo-1,3-benzoxazol-5-yl)phenyl]ethyl]carbamoyl}-6-hydroxy-6-methyl-1,4-oxazepane-4-carboxylate C(#N)[C@H](CC1=C(C=C(C=C1)C=1C=CC2=C(N(C(O2)=O)C)C1)F)NC(=O)[C@H]1OC[C@@](CN(C1)C(=O)OC(C)(C)C)(C)O